C1(CCC(CC1)N1C(=C(C(C=C1)=O)O)C)N1C(=C(C(C=C1)=O)O)C 1,1'-((1r,4r)-Cyclohexane-1,4-diyl)bis(3-hydroxy-2-methylpyridin-4(1H)-one)